C=NS(=O)=O N-methylenesulfonamide